ClC1=C2C(=NNC2=CC=C1)NCC1=CC=C(C(=O)N2CCN(CC2)C(=O)C2=NC=C(C(=O)NO)C=C2)C=C1 6-(4-(4-(((4-Chloro-1H-indazol-3-yl)amino)methyl)benzoyl)piperazine-1-carbonyl)-N-hydroxynicotinamide